ClC1=C(C=CC(=C1)OC1=CC=CC=C1)C(C1=CNC2=C1C1=C(NC(C3(N1)CC(CC3)N3CCOCC3)=O)C=N2)O 9'-((2-chloro-4-phenoxyphenyl)(hydroxy)methyl)-3-morpholino-4',7'-dihydrospiro[cyclopentane-1,2'-pyrrolo[3',2':5,6]pyrido[3,4-b]pyrazin]-3'(1'H)-one